C(C=C)(=O)N[C@@H]1CN(C[C@@H](C1)F)C1=C2C(=C(NC2=C(C=C1F)C(=O)N)C)C 4-((3s,5r)-3-acrylamido-5-fluoropiperidin-1-yl)-5-fluoro-2,3-dimethyl-1H-indole-7-carboxamide